3-(2-methyl-6-piperidin-1-ylpyrimidin-4-yl)oxy-4-(4,5,6,7-tetrahydropyrazolo[3,4-c]pyridin-2-yl)benzonitrile CC1=NC(=CC(=N1)OC=1C=C(C#N)C=CC1N1N=C2CNCCC2=C1)N1CCCCC1